COC=1C=CC2=C(N(C([C@H](CC2)NC(=O)C2=NC=CC(=C2)OC2=CC=CC=C2)=O)C)N1 (S)-N-(2-methoxy-9-methyl-8-oxo-6,7,8,9-tetrahydro-5H-pyrido[2,3-b]azepin-7-yl)-4-phenoxypyridineamide